1-(6-chloro-4-methylpyridin-3-yl)pyrrolidin-2-one ClC1=CC(=C(C=N1)N1C(CCC1)=O)C